N-(4-((2-(2,4-difluorophenyl)pyridin-4-yl)amino)-7-(2-morpholinoethoxy)quinazolin-6-yl)acrylamide FC1=C(C=CC(=C1)F)C1=NC=CC(=C1)NC1=NC=NC2=CC(=C(C=C12)NC(C=C)=O)OCCN1CCOCC1